C1(=C(C=CC=C1)N1CCNCC1)C 1-o-tolyl-Piperazine